5-(5-methyl-2-(1-(2-morpholinoethyl)-1H-pyrazol-4-yl)phenyl)-3-methylenedihydrofuran-2(3H)-one CC=1C=CC(=C(C1)C1CC(C(O1)=O)=C)C=1C=NN(C1)CCN1CCOCC1